ClC=1C=C2C3=C(N(C2=C(C1)C=1C=NC=NC1)CC1CC1)C(=NC=C3)C 6-Chloro-9-cyclopropylmethyl-1-methyl-8-pyrimidin-5-yl-9H-pyrido[3,4-b]indole